2-(2-(methyl-d3)propan-2-yl-1,1,1,3,3,3-d6)phenyl methyl carbonate C(OC1=C(C=CC=C1)C(C([2H])([2H])[2H])(C([2H])([2H])[2H])C([2H])([2H])[2H])(OC)=O